NN1C(=C(C(=C1)C)C)C(=O)N 1-amino-3,4-dimethyl-1H-pyrrole-2-carboxamide